ClC1=CC=C(C=C1)N1N=CC(=N1)C(=O)NC[C@]1(NC(NC1=O)=O)C1CC1 2-(4-chlorophenyl)-N-{[(4R)-4-cyclopropyl-2,5-dioxoimidazolidin-4-yl]methyl}-2H-1,2,3-triazole-4-carboxamide